BrC1=CC=C(C=C1)C=1OC2=C(C(C1OCCC)=O)C=CC=C2 (4-bromophenyl)-3-propoxy-4H-1-benzopyran-4-one